N-((R)-3,3-difluoro-1-(oxetan-3-yl)piperidin-4-yl)-5-(1-((S)-1-fluoropropan-2-yl)-1H-benzo[d][1,2,3]triazol-6-yl)-4-methoxypyrrolo[2,1-f][1,2,4]triazin-2-amine FC1(CN(CC[C@H]1NC1=NN2C(C(=N1)OC)=C(C=C2)C=2C=CC1=C(N(N=N1)[C@H](CF)C)C2)C2COC2)F